(E)-1,3-diethyl-8-(4-(fluoromethoxy)-3-methoxystyryl)-7-methyl-3,7-dihydro-1H-purine-2,6-dione C(C)N1C(N(C=2N=C(N(C2C1=O)C)\C=C\C1=CC(=C(C=C1)OCF)OC)CC)=O